N-(4-bromobenzyl)-4-(tert-butyl)benzamide BrC1=CC=C(CNC(C2=CC=C(C=C2)C(C)(C)C)=O)C=C1